C(C)(C)(C)OC(=O)N1C2CN(CC1CC2)C2CC2 3-cyclopropyl-3,8-diazabicyclo[3.2.1]octane-8-carboxylic acid tert-butyl ester